NC1=NC(=CC(=N1)N1CCC2(C[C@H](NC2)C(=O)O)CC1)O[C@@H](C(F)(F)F)C1=C(C=C(C=C1)Cl)C1=NC=CC=C1 (S)-8-(2-amino-6-((R)-1-(4-chloro-2-(pyridin-2-yl)phenyl)-2,2,2-trifluoroethoxy)pyrimidin-4-yl)-2,8-diazaspiro[4.5]decane-3-carboxylic acid